(d)-6,6'-(ethane-1,2-diylbis(5-carbamoyl-4-methoxy-1H-benzo[d]imidazole-1,2-diyl))bis(3-bromobenzoic acid) C(CN1C(=NC2=C1C=CC(=C2OC)C(N)=O)C2=CC=C(C=C2C(=O)O)Br)N2C(=NC1=C2C=CC(=C1OC)C(N)=O)C1=CC=C(C=C1C(=O)O)Br